6-methoxy-2-phenoxy-7-{[3-(tetrahydro-1H-pyrrol-1-yl)propyl]oxy}quinoline phenyl-(2-(2,4-dioxo-3-azabicyclo[3.1.1]heptan-1-yl)-1,3-dioxoisoindolin-5-yl)carbamate C1(=CC=CC=C1)N(C(O)=O)C=1C=C2C(N(C(C2=CC1)=O)C12C(NC(C(C1)C2)=O)=O)=O.COC=2C=C1C=CC(=NC1=CC2OCCCN2CCCC2)OC2=CC=CC=C2